5-bromo-N-(2-chloroethyl)pyridin-3-amine BrC=1C=C(C=NC1)NCCCl